1-(3-(4-methoxyphenyl)-1,2,4-oxadiazol-5-yl)-N-((1-(((S)-1-methylpiperidin-3-yl)methyl)pyrrolidin-3-yl)methyl)piperidine-4-carboxamide COC1=CC=C(C=C1)C1=NOC(=N1)N1CCC(CC1)C(=O)NCC1CN(CC1)C[C@@H]1CN(CCC1)C